N-{1-cyclooctyl-2-oxo-2-[(2-oxospiro[indoline-3,4'-tetrahydropyran]-6-yl)-amino]ethyl}carbamic acid tert-butyl ester C(C)(C)(C)OC(NC(C(NC1=CC=C2C(=C1)NC(C21CCOCC1)=O)=O)C1CCCCCCC1)=O